C(C)(C)(C)C=1C=C(C=C(C1O)C(C)(C)C)C(C(=O)OCCCCCC(C)C)C isooctyl 3,5-di-tertiary butyl-4-hydroxyphenylpropionate